ClC1=C(C=CC2=C1C(=N[C@H](C=1N2N=C(N1)C(=O)NCC#N)C)C1=C(C=CC=C1F)F)Cl (4S)-7,8-dichloro-N-(cyanomethyl)-6-(2,6-difluorophenyl)-4-methyl-4H-[1,2,4]triazolo[1,5-a][1,4]benzodiazepine-2-Carboxamide